NC1=C2N=CN(C2=NC=N1)C1=NC(=C2NC=NC2=N1)N 6-aminopurin-9-yl-(adenine)